(R)-N-(6-(difluoromethyl)pyridazin-4-yl)-2,9-dimethyl-9-(trifluoromethyl)-8,9-dihydro-7H-imidazo[1,2-b]pyrrolo[3,2-d]pyridazine-7-carboxamide FC(C1=CC(=CN=N1)NC(=O)N1C[C@@](C=2C=3N(N=CC21)C=C(N3)C)(C(F)(F)F)C)F